ClC=1C(=NC(=NC1)NC1CCOCC1)C1=CC=C2CN(C(C2=C1)=O)CC(=O)NC(CO)(CO)C1=CC=CC=C1 2-(6-{5-chloro-2-[(oxacyclohex-4-yl)amino]pyrimidin-4-yl}-1-oxo-2,3-dihydro-1H-isoindol-2-yl)-N-(1,3-dihydroxy-2-phenylpropan-2-yl)acetamide